[4-(1H-imidazol-4-ylsulfonyl)morpholin-2-yl]benzothiophene-2-carboxamide N1C=NC(=C1)S(=O)(=O)N1CC(OCC1)C1=C(SC2=C1C=CC=C2)C(=O)N